N-(2-((4-(2-(((1,3-Dimethyl-1H-indazol-5-yl)methyl)((5-methoxypyridin-3-yl)methyl)amino)ethyl)phenyl)carbamoyl)-4,5-dimethoxyphenyl)-4-oxo-4H-chromene-2-carboxamide CN1N=C(C2=CC(=CC=C12)CN(CCC1=CC=C(C=C1)NC(=O)C1=C(C=C(C(=C1)OC)OC)NC(=O)C=1OC2=CC=CC=C2C(C1)=O)CC=1C=NC=C(C1)OC)C